tetrachloro-dodecylammonium ClC(CCCCCCCCCCC(Cl)(Cl)Cl)[NH3+]